C(C1=CC=CC=C1)C1N(C=C(C(C1)=O)C=1C=NN(C1)C)C(=O)OC1C(N(CC1)C=1C2=C(N=C(N1)SC)C(=C(N=C2Cl)Cl)F)CO 1-(5,7-dichloro-8-fluoro-2-(methylthio)pyrido[4,3-d]pyrimidin-4-yl)-2-(hydroxymethyl)pyrrolidin-3-ol benzyl-5-(1-methyl-1H-pyrazol-4-yl)-4-oxo-3,4-dihydropyridine-1(2H)-carboxylate